CN([C@@H]1CC[C@H](CC1)NC1=NN2C(C=N1)=C(C=C2)C=2C=NC=1N(C2)C(=CN1)C)C trans-N1,N1-dimethyl-N4-(5-(3-methylimidazo[1,2-a]pyrimidin-6-yl)pyrrolo[2,1-f][1,2,4]triazin-2-yl)cyclohexane-1,4-diamine